tris(1-methoxy-2-methyl-2-propoxy)aluminum COCC(C)(O[Al](OC(COC)(C)C)OC(COC)(C)C)C